FC1=NC(=CC(=C1)N(C=1SC(=C(N1)C(=O)NC1C(CC1)(C)C)C)C(=O)C1COC1)F 2-[(2,6-difluoro-4-pyridyl)-(oxetane-3-carbonyl)amino]-N-(2,2-dimethyl-cyclobutyl)-5-methyl-thiazole-4-carboxamide